1-Methyl-1H-indazol-3-amine CN1N=C(C2=CC=CC=C12)N